N-(4-(6-fluoro-3,4-dihydroisoquinolin-2(1H)-yl-3,3-d2)-2,6-dimethylphenyl)-3,3-dimethylbutanamide FC=1C=C2CC(N(CC2=CC1)C1=CC(=C(C(=C1)C)NC(CC(C)(C)C)=O)C)([2H])[2H]